3-hydroxyhippurate OC=1C=C(C(NCC(=O)[O-])=O)C=CC1